2-(pent-3-yloxy)-7-(piperidin-4-ylmethyl)imidazo[2,1-f][1,2,4]triazin-4-amine CCC(CC)OC1=NN2C(C(=N1)N)=NC=C2CC2CCNCC2